C(CCC)NC(CC(C)(C1=CC(=C(C=C1)O)C(C)(C)C)C1=CC(=C(C=C1)O)C(C)(C)C)=O 3,3-bis(4'-hydroxy-3'-tert-butyl-phenyl)butanoic acid n-butylamide